N-(3-fluoro-4-(piperidin-1-yl)phenyl)-2-(3-(hydroxymethyl)pyrrolidin-1-yl)-5-methyloxazole-4-carboxamide FC=1C=C(C=CC1N1CCCCC1)NC(=O)C=1N=C(OC1C)N1CC(CC1)CO